4-(7-(1-Benzylpiperidin-3-yl)-2-methylpyrazolo[1,5-a]pyrimidin-3-yl)-N,N-dimethylaniline C(C1=CC=CC=C1)N1CC(CCC1)C1=CC=NC=2N1N=C(C2C2=CC=C(N(C)C)C=C2)C